N1(N=CC=C1)C=1C=C(CN(C2=CC(=CC=C2)CN2CCN(CC2)C)CC2=CC(=CC=C2)OC)C=CC1 N-(3-(1H-pyrazol-1-yl)benzyl)-N-(3-methoxybenzyl)-3-((4-methylpiperazin-1-yl)methyl)aniline